tert-butyl 3-(((1-methoxy-2-methyl-1-oxopropan-2-yl)amino)methyl)pyrrolidine-1-carboxylate COC(C(C)(C)NCC1CN(CC1)C(=O)OC(C)(C)C)=O